1-(13Z-eicosenoyl)-2-docosanoyl-sn-glycero-3-phosphocholine CCCCCCCCCCCCCCCCCCCCCC(=O)O[C@H](COC(=O)CCCCCCCCCCC/C=C\CCCCCC)COP(=O)([O-])OCC[N+](C)(C)C